6-(2-methoxy-ethoxy)-1H-indazole-5-carbonitrile COCCOC1=C(C=C2C=NNC2=C1)C#N